(1S)-6-(2-amino-3-cyclopropylpropyl)-2-chloro-7-methyl-N-(pyrimidin-4-ylmethyl)pyrrolo[2,1-f][1,2,4]triazin-4-amine NC(CC=1C=C2C(=NC(=NN2C1C)Cl)NCC1=NC=NC=C1)CC1CC1